CC1=C(C=CC=C1C)N1CCN(CC1)C(CN1N=C(C2=C1CCC2)C(=O)N2CCC(CC2)CCO)=O 1-[4-(2,3-Dimethylphenyl)piperazin-1-yl]-2-{3-[4-(2-hydroxyethyl)piperidin-1-carbonyl]-5,6-dihydrocyclopenta[c]pyrazol-1(4H)-yl}ethan-1-on